trans-tert-butyl (3S,5S)-3-(2-(tert-butoxy)-2-oxoethyl)-5-((S)-2-cyano-4,4-difluoropyrrolidine-1-carbonyl)-2-oxopyrrolidine-1-carboxylate C(C)(C)(C)OC(C[C@H]1C(N([C@@H](C1)C(=O)N1[C@@H](CC(C1)(F)F)C#N)C(=O)OC(C)(C)C)=O)=O